C1(CC1)C=1N(C(=C(C1C(=O)NC1=CC(=C(C=C1)F)C)C)C(C(=O)NCC(C)(C)O)=O)C 2-cyclopropyl-N-(4-fluoro-3-methylphenyl)-5-(2-((2-hydroxy-2-methylpropyl)amino)-2-oxoacetyl)-1,4-dimethyl-1H-pyrrole-3-carboxamide